4-(6,7-dimethoxy-1,2,3,4-tetrahydroisoquinolin-1-yl)aniline tert-butyl-(1-((3-(2-formylbutyl)phenyl)sulfonyl)piperidin-4-yl)carbamate C(C)(C)(C)N(C(O)=O)C1CCN(CC1)S(=O)(=O)C1=CC(=CC=C1)CC(CC)C=O.COC=1C=C2CCNC(C2=CC1OC)C1=CC=C(N)C=C1